FC(C(=O)O)(F)F.N1(CCC(CC1)C1CCNCC1)C1=CC2=C(N(C(N2C)=O)C2C(NC(CC2)=O)=O)C=C1 3-(5-([4,4'-bipiperidin]-1-yl)-3-methyl-2-oxo-2,3-dihydro-1H-benzo[d]imidazol-1-yl)piperidine-2,6-dione trifluoroacetate